CC1=C(C=C(C(=C1)C)N1C(NCC1)=O)NC(=O)N[C@@H](C)C=1N(N=CN1)C1=NC=CC=N1 1-[2,4-dimethyl-5-(2-oxoimidazolidin-1-yl)phenyl]-3-[(1S)-1-(2-pyrimidin-2-yl-1,2,4-triazol-3-yl)ethyl]urea